1-((1r,4r)-4-(cyanomethyl)cyclohexyl)-N-(tetrahydro-2H-pyran-4-yl)-1,6-dihydroimidazo[4,5-d]pyrrolo[2,3-b]pyridine-2-carboxamide C(#N)CC1CCC(CC1)N1C(=NC=2C1=C1C(=NC2)NC=C1)C(=O)NC1CCOCC1